ClC=1C=CC2=C([C@@H](C[C@H](O2)C(=O)N[C@@H]2[C@H]3C[C@@H]([C@@H](C2)O3)NC(COC3=CC(=C(C=C3)Cl)F)=O)O)C1 |&1:13,14,16,17| (2S,4R)-6-chloro-N-{(1RS,2SR,4RS,5SR)-5-[2-(4-chloro-3-fluorophenoxy)acetamido]-7-oxabicyclo[2.2.1]hept-2-yl}-4-hydroxy-3,4-dihydro-2H-1-benzopyran-2-carboxamide